C(C)(C)(C)C1(C(OC(=CC1)C1=NC(=NO1)C1=CC=C(C=C1)Br)(C)C)O tert-butyl-6-(3-(4-bromophenyl)-1,2,4-oxadiazol-5-yl)-3-hydroxy-2,2-dimethyl-3,4-dihydro-2H-pyran